1-(2-morpholinoethyl)-1H-pyrazol O1CCN(CC1)CCN1N=CC=C1